2-tert-butyl-5-(4-methoxyphenyl)-1,3,4-oxadiazole C(C)(C)(C)C=1OC(=NN1)C1=CC=C(C=C1)OC